CC(CCOC=1C=C(C=C(C1)F)C1=C(N=C(S1)NS(=O)(=O)C1=CC(=CC=C1)[N+](=O)[O-])C1=CC=C(C=C1)C(F)(F)F)(C)C N-(5-(3-(3,3-dimethylbutoxy)-5-fluorophenyl)-4-(4-(trifluoromethyl)phenyl)thiazol-2-yl)-3-nitrobenzenesulfonamide